ClC1=C(C=CC=C1)CC1=CC=C(C=C1)OC1COCC1 1-chloro-2-(4-tetrahydrofuran-3-yloxy-benzyl)benzene